C(#N)CC(=O)N1C[C@@H]([C@H](C1)OC)COC1=CC=NC2=CC(=C(C=C12)OC(C)C)C(=O)N 4-{[(3R,4R)-1-(cyanoacetyl)-4-methoxypyrrolidin-3-yl]methoxy}-6-(propan-2-yloxy)quinoline-7-carboxamide